FC1(CN(C1)C(=O)OC(C)(C)C)CN1CCC(CC1)N1C(C2=CC(=C(C=C2C1)NC(=O)C=1C=NN2C1N=CC=C2)OC(C)C)=O tert-butyl 3-fluoro-3-((4-(6-isopropoxy-1-oxo-5-(pyrazolo[1,5-a]pyrimidine-3-carboxamido)isoindolin-2-yl)piperidin-1-yl)methyl)azetidine-1-carboxylate